C(C)C1=C2C=C(NC2=CC=C1)C(=O)N1[C@@H]([C@H]2C([C@H]2C1)(C)C)C(=O)N[C@H](C(=O)OC)C[C@H]1C(NCC1)=O (S)-methyl 2-((1R,2S,5S)-3-(4-ethyl-1H-indole-2-carbonyl)-6,6-dimethyl-3-azabicyclo[3.1.0]hexane-2-carboxamido)-3-((S)-2-oxopyrrolidin-3-yl)propanoate